CC(CC)C=1C=C(CNCCCC2=C(C(=O)O)C=CC(=C2)C)C=CC1 [3-(2-butyl)benzylaminopropyl]4-methylbenzoic acid